CSCC METHYLETHYL SULFIDE